ClC1=CC(=C(COC2=CC=CC(=N2)N2[C@@H]3[C@H](N(CC2)C(=O)OC(C)(C)C)COC3)C=C1)F |r| rac-tert-Butyl (4aR,7aS)-4-(6-((4-chloro-2-fluorobenzyl)oxy)pyridin-2-yl)hexahydrofuro[3,4-b]pyrazine-1(2H)-carboxylate